[N+](=O)([O-])C1=C2C=CC=C(C2=CC=C1)C1=NC(=C2N1CCN(C2)C(=O)C=2NC=CC2)C(=O)NC2=CC=C(C=C2)C 3-(5-nitronaphthalen-1-yl)-7-(1H-pyrrole-2-carbonyl)-N-(p-tolyl)-5,6,7,8-tetrahydroimidazo[1,5-a]Pyrazine-1-carboxamide